(R)-1-(1-(1-((1-(4-(4-(3-Amino-6-(2-hydroxyphenyl)pyridazin-4-yl)morpholin-2-yl)-3-methylbenzoyl)piperidin-4-yl)methyl)piperidin-4-yl)-6-methyl-1H-indol-4-yl)dihydropyrimidine NC=1N=NC(=CC1N1C[C@H](OCC1)C1=C(C=C(C(=O)N2CCC(CC2)CN2CCC(CC2)N2C=CC3=C(C=C(C=C23)C)N2CNCC=C2)C=C1)C)C1=C(C=CC=C1)O